N-(2-((Dimethylamino)methyl)quinolin-8-yl)-2-fluorobenzenesulfonamide CN(C)CC1=NC2=C(C=CC=C2C=C1)NS(=O)(=O)C1=C(C=CC=C1)F